CN1COC2=C1C=C(C=C2)B2OC(C(O2)(C)C)(C)C 3-methyl-5-(4,4,5,5-tetramethyl-1,3,2-dioxaborolan-2-yl)benzo[d]oxazole